5,10,15,20-tetrakis(2,3,4,5,6-pentafluorophenyl)porphyrin copper (II) [Cu+2].FC1=C(C(=C(C(=C1F)F)F)F)C=1C2=CC=C(N2)C(=C2C=CC(C(=C3C=CC(=C(C=4C=CC1N4)C4=C(C(=C(C(=C4F)F)F)F)F)N3)C3=C(C(=C(C(=C3F)F)F)F)F)=N2)C2=C(C(=C(C(=C2F)F)F)F)F